(E)-7-(3-(2-chlorobenzylidene)-2,5-dioxopyrrolidinyl)-N-hydroxyheptylamide ClC1=C(\C=C/2\C(N(C(C2)=O)C(CCCCCC[NH-])O)=O)C=CC=C1